phenyl 5-[(3R)-3-{[(tert-butoxy)carbonyl]amino}piperidine-1-carbonyl]-2-[1-(cyclopropylmethyl)-1H-pyrrolo[2,3-b]pyridin-2-yl]-1-methyl-1H-1,3-benzodiazole-7-carboxylate C(C)(C)(C)OC(=O)N[C@H]1CN(CCC1)C(=O)C1=CC2=C(N(C(=N2)C2=CC=3C(=NC=CC3)N2CC2CC2)C)C(=C1)C(=O)OC1=CC=CC=C1